BrC=1C=C2N=CC=NC2=CC1 6-Bromoquinoxaline